chloromethyl (S)-(8-chloro-3-cyano-4-(neopentylamino)quinolin-6-yl)((1-(1-(difluoromethyl)cyclopropyl)-1H-1,2,3-triazol-4-yl)(6-fluoro-2-methylpyridin-3-yl)methyl)carbamate ClC=1C=C(C=C2C(=C(C=NC12)C#N)NCC(C)(C)C)N(C(OCCl)=O)[C@@H](C=1C(=NC(=CC1)F)C)C=1N=NN(C1)C1(CC1)C(F)F